CC1=CC=C(C(=N1)C(C(=O)[O-])C(=O)OCC)[N+](=O)[O-] 3-ethyl 2-(6-methyl-3-nitropyridin-2-yl)malonate